2,6-bis((E)-2-(5-(9H-carbazol-9-yl)thiophen-2-yl)ethenyl)-4H-pyran C1=CC=CC=2C3=CC=CC=C3N(C12)C1=CC=C(S1)/C=C/C=1OC(=CCC1)\C=C\C=1SC(=CC1)N1C2=CC=CC=C2C=2C=CC=CC12